OC=1C=C(C(=O)O)C=CC1O 3,4-Dihydroxybenzoic Acid